N'-(2-hydroxybenzylidene)-2-((3-fluorophenyl)amino)acethydrazide methyl-(E)-2-(5-chloro-2-oxoindolin-3-ylidene)acetate COC(/C=C\1/C(NC2=CC=C(C=C12)Cl)=O)=O.OC1=C(C=NNC(CNC2=CC(=CC=C2)F)=O)C=CC=C1